methyl 4-((3-(4-(((3S,4R)-3-fluoro-1-methylpiperidin-4-yl)amino)-1-(2,2,2-trifluoroethyl)-1H-indol-2-yl)prop-2-yn-1-yl)amino)-3-methoxybenzoate F[C@H]1CN(CC[C@H]1NC1=C2C=C(N(C2=CC=C1)CC(F)(F)F)C#CCNC1=C(C=C(C(=O)OC)C=C1)OC)C